C1(CCC1)[C@@H](C1=CC=2N(N=C1)C=C(N2)[C@@H](NC(=O)C2=CC=NN2C(C([2H])([2H])[2H])([2H])[2H])C2CCC(CC2)(F)F)NC(CC2CC(C2)(F)F)=O |o1:4| N-((S)-(7-((S*)-Cyclobutyl(2-(3,3-difluorocyclobutyl)acetamido)methyl)imidazo[1,2-b]pyridazin-2-yl)(4,4-difluorocyclohexyl)methyl)-1-(ethyl-d5)-1H-pyrazole-5-carboxamide